(S)-1'-(6-((2-amino-3-chloropyridin-4-yl)thio)pyrido[2,3-b]pyrazin-2-yl)-4-methyl-1,3-dihydrospiro[indene-2,4'-piperidine]-1-amine NC1=NC=CC(=C1Cl)SC=1C=CC=2C(=NC=C(N2)N2CCC3(CC2)[C@@H](C2=CC=CC(=C2C3)C)N)N1